Cl.NCC1=NNC(C2=CC=C(C=C12)C=1C=NN(C1N1C(C2(C3=C(C=CC=C13)C(F)F)CCCCC2)=O)C)=O 1'-(4-(4-(aminomethyl)-1-oxo-1,2-dihydro-phthalazin-6-yl)-1-methyl-1H-pyrazol-5-yl)-4'-(difluoromethyl)spiro[cyclohexane-1,3'-indolin]-2'-one hydrochloride